ethyl-1-((1-(10H-phenothiazin-2-yl)ethyl)sulfonyl)piperazine-4-carboxylic acid C(C)C1N(CCN(C1)C(=O)O)S(=O)(=O)C(C)C1=CC=2NC3=CC=CC=C3SC2C=C1